C1(CC1)CC=1N(C(=CC1C=1SC=C(N1)C(=O)O)C=1C=C(C=CC1)C1=CC=C(C=C1)O)CC1=CC(=C(C=C1)S(N)(=O)=O)F 2-(2-(cyclopropylmethyl)-1-(3-fluoro-4-sulfamoylbenzyl)-5-(4'-hydroxy-[1,1'-biphenyl]-3-yl)-1H-pyrrol-3-yl)thiazole-4-carboxylic acid